3,3,8-trimethyl-6-(quinazolin-2-ylamino)-1,4-dihydroquinolin-2-one CC1(C(NC2=C(C=C(C=C2C1)NC1=NC2=CC=CC=C2C=N1)C)=O)C